(S)-3-(1-(9H-purin-6-ylamino)ethyl)-8-methyl-2-phenylisoquinoline-1(2H)-one N1=CN=C2NC=NC2=C1N[C@@H](C)C=1N(C(C2=C(C=CC=C2C1)C)=O)C1=CC=CC=C1